4-(4-amino-2-propyl-1H-imidazo[4,5-c]quinolin-1-yl)butanoic acid ethyl ester C(C)OC(CCCN1C(=NC=2C(=NC=3C=CC=CC3C21)N)CCC)=O